1-[[2-(difluoromethoxy)pyridin-4-yl]methyl]-3-[rac-(1R,3S)-3-(difluoromethyl)cyclopentyl]urea FC(OC1=NC=CC(=C1)CNC(=O)N[C@H]1C[C@H](CC1)C(F)F)F |r|